(1S,9S)-4-chloro-9-ethyl-5-fluoro-9-hydroxy-10,13-dioxo-2,3,9,10,13,15-hexahydro-1H,12H-benzo[de]pyrano[3',4':6,7]indolizino[1,2-b]quinolin-1-aminium 2,2,2-trifluoroacetate FC(C(=O)[O-])(F)F.ClC1=C2C=3C(=C4C(=NC3C=C1F)C1=CC3=C(C(N1C4)=O)COC([C@]3(O)CC)=O)[C@H](CC2)[NH3+]